bis(pyridin-2-ylmethyl)ethane-1,2-diamine N1=C(C=CC=C1)CC(C(N)CC1=NC=CC=C1)N